NCC1=CC(=C(C(=C1)C)NC(=O)C1=CC2=C(OCCC3=C2SC=C3)C=C1C=1C(=NC(=CC1)C(=O)N1[C@@H](CCCC1)C(F)(F)F)C(=O)O)C (S)-3-(9-((4-(aminomethyl)-2,6-dimethylphenyl)carbamoyl)-4,5-dihydrobenzo[b]thieno[2,3-d]oxepin-8-yl)-6-(2-(trifluoromethyl)piperidine-1-carbonyl)picolinic acid